ClC=1C=C(OCC[C@H](C(=O)O)C)C=CC1C=1N(C2=NC=NC(=C2N1)OC1(CC1)C)CC1=C(C=CC(=C1)Cl)OC(F)F |r| (racemic)-4-(3-chloro-4-(9-(5-chloro-2-(difluoromethoxy)benzyl)-6-(1-methylcyclopropoxy)-9H-purin-8-yl)phenoxy)-2-methylbutanoic acid